hydroxymethoxyphenyl-decan OCOC(CCCCCCCCC)C1=CC=CC=C1